BrC=1C=C2C(=CN=CC2=CC1)CN1CCN(CC1)C(C)=O 1-(4-((6-bromoisoquinolin-4-yl)methyl)piperazin-1-yl)ethan-1-one